FC1CN(C1)C(=O)C1(COC1)C1=CC=C(OCCN2CCC3(CC2)C(NC2=CC=C(C=C23)C#N)=O)C=C1 1'-(2-{4-[3-(3-fluoroazetidine-1-carbonyl)oxetan-3-yl]phenoxy}ethyl)-2-oxo-1,2-dihydrospiro[indole-3,4'-piperidine]-5-carbonitrile